(2-(1H-pyrazol-4-yl)-4-(2-(6-(trifluoromethyl)imidazo[1,2-a]pyridin-3-yl)pyrimidin-4-yl)piperazin-1-yl)(1-methyl-1H-pyrazol-4-yl)methanone N1N=CC(=C1)C1N(CCN(C1)C1=NC(=NC=C1)C1=CN=C2N1C=C(C=C2)C(F)(F)F)C(=O)C=2C=NN(C2)C